O[C@H](C(=O)NC(C)C)C1=CC=CC=C1 (S)-α-hydroxy-N-isopropyl-2-phenylacetamide